(1H-pyrrolo[3,2-c]pyridin-7-yl)methanone N1C=CC=2C=NC=C(C21)C=O